O(C1=CC=CC=C1)C1CN(CC1)C(=O)C=1N=C2N(N1)[C@@H](C[C@@H]2F)C2=CC=CC=C2 |r| (3-phenoxy-pyrrolidin-1-yl)-[rac-(5S,7S)-7-fluoro-5-phenyl-6,7-dihydro-5H-pyrrolo[1,2-b][1,2,4]triazol-2-yl]methanone